4-((3-chloro-4-((4-fluorobenzyl) oxy) phenyl) amino)-7-methoxyquinazolin-6-yl (R)-4-(2-fluoroacryloyl)-2-methylpiperazine-1-carboxylate FC(C(=O)N1C[C@H](N(CC1)C(=O)OC=1C=C2C(=NC=NC2=CC1OC)NC1=CC(=C(C=C1)OCC1=CC=C(C=C1)F)Cl)C)=C